calcium 2-oxobutyrate O=C(C(=O)[O-])CC.[Ca+2].O=C(C(=O)[O-])CC